CS(=O)(=O)OCC1CCC2(CN(C2)C(=O)OC(C)(C)C)CC1 Tert-butyl 7-(methylsulfonyloxymethyl)-2-azaspiro[3.5]nonane-2-carboxylate